2-((4-cyano-4-(3,4-dimethoxyphenyl)-5-methoxy-5-oxopentyl)(methyl)(amino)ethyl)benzoate C(#N)C(CCCC(CC1=C(C(=O)[O-])C=CC=C1)(N)C)(C(=O)OC)C1=CC(=C(C=C1)OC)OC